BrC1=CC2=C(S(C(C(CN2C2=CC=CC=C2)CCCC)(C)C)(=O)=O)C=C1OC 7-bromo-3-butyl-8-methoxy-2,2-dimethyl-5-phenyl-2,3,4,5-tetrahydrobenzo[b][1,4]thiazepine 1,1-dioxide